6-[4-[3-(3,5-dimethylpyrazol-1-yl)-6-oxopyridazin-1-yl]piperidin-1-yl]-3-methyl-1H-pyrimidine-2,4-dione CC1=NN(C(=C1)C)C1=NN(C(C=C1)=O)C1CCN(CC1)C1=CC(N(C(N1)=O)C)=O